N1=CC(N2C1=CNC=C2)=O imidazo[1,2-a]Pyrazin-3(7H)-one